NC1=C2N=CN(C2=NC=N1)C[C@@H](C)OCP(=O)(NC(C(=O)OC[C@@H]1CC[C@H](CC1)C)(C)C)NC(C(=O)OC[C@@H]1CC[C@H](CC1)C)(C)C Bis((trans-4-methylcyclohexyl)methyl) 2,2'-((((((R)-1-(6-amino-9H-purin-9-yl)propan-2-yl)oxy)methyl)phosphoryl)bis(azanediyl))bis(2-methylpropanoate)